7-amino-2-(difluoromethyl)-3-ethyl-5-(methylsulfonyl)pyrazolo[1,5-a]pyrimidine-6-carbonitrile NC1=C(C(=NC=2N1N=C(C2CC)C(F)F)S(=O)(=O)C)C#N